(R)-2-(benzylsulfinyl)malonic acid diethyl ester C(C)OC(C(C(=O)OCC)[S@](=O)CC1=CC=CC=C1)=O